F[C@@H](CC1=CC(=CC=C1)Cl)O (S)-alpha-fluoro-3-chlorobenzeneethanol